3-((2-((2-methoxy-4-(4-methylpiperazin-1-yl)phenyl)amino)-5-nitropyrimidin-4-yl)amino)phenylamide COC1=C(C=CC(=C1)N1CCN(CC1)C)NC1=NC=C(C(=N1)NC=1C=C(C=CC1)[NH-])[N+](=O)[O-]